1-fluoro-4-(1-methoxybut-1-en-2-yl)benzene FC1=CC=C(C=C1)C(=COC)CC